The molecule is a guaiane sesquiterpenoid with anti-inflammatory activity isolated from the aerial parts of Inula hupehensis. It has a role as a metabolite, an anti-inflammatory agent and a plant metabolite. It is an acetate ester, a gamma-lactone, a guaiane sesquiterpenoid, an organic heterotricyclic compound and a diol. CC1=C[C@H]2[C@H]([C@@H]([C@@H]3[C@@H]1[C@H](C[C@@]3(C)O)OC(=O)C)O)C(=C)C(=O)O2